4-Bromo-3-(difluoromethyl)-1-((2-(trimethylsilyl)ethoxy)methyl)-1H-pyrazole BrC=1C(=NN(C1)COCC[Si](C)(C)C)C(F)F